FC1=C(C=C(C=C1)F)[C@@H]1N(C[C@H](C1)F)C1=NC=2N(C=C1)N=CC2C(=O)NC2=CC=C(C=C2)NC2COC2 5-((2R,4S)-2-(2,5-difluorophenyl)-4-fluoropyrrolidin-1-yl)-N-(4-(oxetan-3-ylamino)phenyl)pyrazolo[1,5-a]pyrimidine-3-carboxamide